OXABICYCLOHEPTANE C1CCCC(CC1)C2CCCCCO2